(R)-2-methoxy-N-(6-(((R)-pyrrolidin-3-yl)amino)pyridazin-3-yl)-2-(3-(trifluoromethoxy)phenyl)acetamide monomethyl-cyclopentyl-Maleate COC(\C(=C/C(=O)O)\C1CCCC1)=O.CO[C@@H](C(=O)NC=1N=NC(=CC1)N[C@H]1CNCC1)C1=CC(=CC=C1)OC(F)(F)F